tert-Butyl 5-(5-bromopyrazolo[1,5-a]pyridine-3-carbonyl)hexahydropyrrolo[3,4-c]pyrrole-2(1H)-carboxylate BrC1=CC=2N(C=C1)N=CC2C(=O)N2CC1C(C2)CN(C1)C(=O)OC(C)(C)C